C(C)(C)(C)OC(=O)N1[C@@H](CCCC1)CO (S)-2-(hydroxymethyl)piperidine-1-carboxylic acid tert-butyl ester